ClC=1C=2C(NC(C1C1=NC3=C(N1)C=C(C(=C3)C)N3CCOCC3)=O)=CN(N2)CC 7-chloro-2-ethyl-6-(5-methyl-6-morpholino-1H-benzo[d]imidazol-2-yl)-2,4-dihydro-5H-pyrazolo[4,3-b]pyridin-5-one